NC(CCC1CC1)(C1=CC(=CC=C1)C#N)C=1C=CC(=C(C1)NC(=O)[C@@H]1N(CC(C1)=O)C(=O)NC1=CC=C(C=C1)Cl)F (R)-N2-(5-(1-amino-1-(3-cyanophenyl)-3-cyclopropylpropyl)-2-fluorophenyl)-N1-(4-chlorophenyl)-4-oxopyrrolidine-1,2-dicarboxamide